[N+](=O)([O-])C1=CC=C(OP(=O)(OC2=CC=CC=C2)N[C@@H](C)C(=O)OCC2CCC(CC2)NC(=O)OC(C)(C)C)C=C1 ((1r,4S)-4-((tert-butoxycarbonyl)amino)cyclohexyl)methyl ((4-nitrophenoxy)(phenoxy)phosphoryl)-L-alaninate